C(C)OC(=O)C=1C(OC2=C(C1)C=C(C=C2C(=O)O)Cl)C(F)(F)F.C(#N)C2=CC(=C(C(=C2)C(C)C)NC(=O)NS(=O)(=O)C=2SC(=CC2)C(C)(C)O)C(C)C N-(4-cyano-2,6-diisopropylphenylcarbamoyl)-5-(2-hydroxypropan-2-yl)thiophene-2-sulfonamide Ethyl-6-chloro-8-carboxy-2-trifluoromethyl-2H-benzopyran-3-carboxylate